CC1=C(NC2=CC=C(C=C12)CNC(=O)C1=CC=NS1)C1CCOCC1 N-((3-methyl-2-(tetrahydro-2H-pyran-4-yl)-1H-indol-5-yl)methyl)isothiazole-5-carboxamide